3-(4-methoxyphenoxy)-N,N-bis(2-thienylmethyl)propane-1-sulfonamide COC1=CC=C(OCCCS(=O)(=O)N(CC=2SC=CC2)CC=2SC=CC2)C=C1